methyl-((5-(((benzyloxy) carbonyl) amino) hexyl) amino)-4-chlorobenzoate CC=1C(=C(C(=O)[O-])C=CC1Cl)NCCCCC(C)NC(=O)OCC1=CC=CC=C1